(S)-4-(6-(6-(2-(4-cyclopropylpyrimidin-5-yl)-4-fluorophenoxy)-1,2,4-triazin-5-yl)-2,6-diazaspiro[3.4]octan-2-yl)-5-methylhexanoate C1(CC1)C1=NC=NC=C1C1=C(OC2=C(N=CN=N2)N2CC3(CN(C3)[C@@H](CCC(=O)[O-])C(C)C)CC2)C=CC(=C1)F